6-bromo-1H-pyrrolo[3,2-c]pyridine-3-carboxylic acid methyl ester COC(=O)C1=CNC2=C1C=NC(=C2)Br